CC1=NOC(=C1C1=CC=C2C(=CN(C2=C1)S(=O)(=O)C1=CC=CC=C1)C1=NC(=NC=C1C(F)(F)F)N[C@@H]1CN(CC[C@H]1OC)C(=O)OC(C)(C)C)C |r| Racemic-trans-tert-butyl 3-((4-(6-(3,5-dimethylisoxazol-4-yl)-1-(phenylsulfonyl)-1H-indol-3-yl)-5-(trifluoromethyl)pyrimidin-2-yl)amino)-4-methoxypiperidine-1-carboxylate